hydroxyethyl acryloyldimethyltaurate C(C=C)(=O)NC(C)(C)CS(=O)(=O)OCCO